COC1CCN(CC1)C1=CC=C(C(=N1)C)[N+](=O)[O-] 6-(4-Methoxypiperidin-1-yl)-2-methyl-3-nitropyridine